FC(C(=O)O)(F)F.N1=CN=C(C=C1)C1=CNC2=NC=C3C(=C21)C2(CCNCC2)C(N3)=O 1-(pyrimidin-4-yl)-3,6-dihydro-7H-spiro[dipyrrolo[2,3-b:3',2'-d]pyridine-8,4'-piperidin]-7-one, trifluoroacetate salt